C(C)(=O)[O-].C(CC)[NH+]1C(=CC=C1)C 1-propyl-2-methylpyrrolium acetate